O-tert-butyldimethylsilyl-3'-O-benzoyl-guanosine [Si](C)(C)(C(C)(C)C)O[C@H]1[C@@H](O[C@@H]([C@H]1OC(C1=CC=CC=C1)=O)CO)N1C=NC=2C(=O)NC(N)=NC12